NCCN1CCN(CC1)C1=C(C=C(C=N1)CC1=CN=C2C(=NC(=NN21)OCCCC)N)C 7-((6-(4-(2-aminoethyl)piperazin-1-yl)-5-methylpyridin-3-yl)methyl)-2-butoxyimidazo[2,1-f][1,2,4]triazin-4-amine